ClC1=NC=C2N(C(N(C2=N1)CC1=CC=C(C=C1)C=1N(C=C(N1)C(F)(F)F)CC)=N)C 2-chloro-9-(4-(1-ethyl-4-(trifluoromethyl)-1H-imidazol-2-yl)benzyl)-7-methyl-7H-purin-8(9H)-imine